2-fluoro-1',2',3',6'-tetrahydro-[3,4'-bipyridine]-6-carboxylic acid FC1=NC(=CC=C1C=1CCNCC1)C(=O)O